NC=1NC2=C(N1)C=CC=C2 2-aminobenzimidazole